O[C@@H]1[C@H](CCCC1)NC(=O)C=1C=C(C=2N(N1)C=CC2)CC2=CC=C(C=C2)Br N-[(1S,2S)-2-Hydroxycyclohexyl]-4-(4-bromobenzyl)-pyrrolo[1,2-b]pyridazin-2-carboxamid